O=C1NC(CCC1N1C(C2=CC=C(C=C2C1)OC1C(CCCC1)NCC=1C=C(C#N)C=CC1)=O)=O 3-(((2-((2-(2,6-dioxopiperidin-3-yl)-1-oxoisoindolin-5-yl)oxy)cyclohexyl)amino)methyl)benzonitrile